FC(CN1N=C(C(=C1)C)NC1=NN=C(S1)C(=O)O)F 5-[[1-(2,2-difluoroethyl)-4-methyl-pyrazol-3-yl]amino]-1,3,4-thiadiazole-2-carboxylic acid